(2R,3R,11bR)-3-(2,2-dimethylpropyl)-9-({3-fluorobicyclo[1.1.1]pentan-1-yl}methoxy)-10-methoxy-1H,2H,3H,4H,6H,7H,11bH-pyrido[2,1-a]isoquinolin-2-ol CC(C[C@H]1[C@@H](C[C@H]2N(CCC3=CC(=C(C=C23)OC)OCC23CC(C2)(C3)F)C1)O)(C)C